C(C)(C)(C)OC(N[C@@H](C(C)C)C(C)=O)=O (S)-(2-methyl-4-oxo-3-pentyl)carbamic acid tert-butyl ester